(2R)-6-Amino-2-[(2R)-4-methyl-2-[(2R)-2-({methyl[1-phenyl-2-(2,2,2-trifluoroacetamido)ethyl]carbamoyl}amino)-3-phenylpropionylamino]pentanoylamino]hexanoic acid NCCCC[C@H](C(=O)O)NC([C@@H](CC(C)C)NC([C@@H](CC1=CC=CC=C1)NC(N(C(CNC(C(F)(F)F)=O)C1=CC=CC=C1)C)=O)=O)=O